C(C)(C)(C)C1=CC=C(C=C1)C=1N=C2N(C=CC=C2)C1C=O 2-(4-tert-butylphenyl)imidazo[1,2-a]pyridine-3-carbaldehyde